2-((3-(2,6-Dioxopiperidin-3-yl)-1-methyl-1H-indazol-7-yl)oxy)-N-(((S)-oxetan-2-yl)methyl)acetamide O=C1NC(CCC1C1=NN(C2=C(C=CC=C12)OCC(=O)NC[C@H]1OCC1)C)=O